ClC1=NC(=CC(=C1)C(=O)N[C@@H](C)C=1N(N=CN1)C1=NN(C(C=C1)=O)C)C1(CC1)C#N 2-chloro-6-(1-cyanocyclopropyl)-N-[(1S)-1-[2-(1-methyl-6-oxo-pyridazin-3-yl)-1,2,4-triazol-3-yl]ethyl]pyridine-4-carboxamide